4-Bromo-6-methyl-5-((1S,2R)-2-methylcyclopropyl)-1-(tetrahydro-2H-pyran-2-yl)-1H-indazole-3-carbonitrile BrC1=C2C(=NN(C2=CC(=C1[C@@H]1[C@@H](C1)C)C)C1OCCCC1)C#N